1-(Pyrimidin-2-yl)ethan-1-ol N1=C(N=CC=C1)C(C)O